3-((1-methyl-aziridin-2-yl)methyl)-1H-indol-4-ol CN1C(C1)CC1=CNC=2C=CC=C(C12)O